5-(4-chlorophenyl)-1H-imidazole-2-carboxylic acid ClC1=CC=C(C=C1)C1=CN=C(N1)C(=O)O